C(C)OC(CCC(=O)C1=CC2=C(S1)C=C(C(=C2F)OCCCOC=2C(=C1CN(CC1=CC2OC)C(CCC(=O)O[C@H](CN)C)=O)F)OC)=O (S)-1-aminopropan-2-yl 4-(5-(3-((2-(4-ethoxy-4-oxobutanoyl)-4-fluoro-6-methoxybenzo[b]thiophen-5-yl) oxy) propoxy)-4-fluoro-6-methoxyisoindolin-2-yl)-4-oxobutanoate